C1(CC1)N1N=CC(=C1)[C@@H]1OCC[C@H](C1)C1=CC=2C(=NC(=C(N2)C)COC(C)=O)C(=N1)C1=C(C=C(C=C1)F)F (7-((2R,4R)-2-(1-cyclopropyl-1H-pyrazol-4-yl)tetrahydro-2H-pyran-4-yl)-5-(2,4-difluorophenyl)-2-methylpyrido[3,4-b]pyrazin-3-yl)methylacetate